ClC=1C=C2CCC[C@]3(C2=CC1)C=NC1=C(OC3)C=C(C(=C1)C(=O)OCC)Cl (S)-ETHYL 6',8-DICHLORO-3',4'-DIHYDRO-2H,2'H-SPIRO[BENZO[B][1,4]OXAZEPINE-3,1'-NAPHTHALENE]-7-CARBOXYLATE